ClC1=CC=C(C=C1)N1C(=NN=C1[C@@H]1CC[C@H](CC1)OC1=NC=CC=C1)OCCN(C)C trans-2-[[4-(4-chlorophenyl)-5-(4-pyridin-2-yloxycyclohexyl)-1,2,4-triazol-3-yl]oxy]-N,N-dimethylethylamine